FC1=C2C=CC=NC2=CC=C1NC1=NC=NC2=CC(=CC(=C12)O[C@H](C)C1COC1)C=1C=NN(C1)C(C(=O)OCC)C ethyl 2-(4-(4-((5-fluoroquinolin-6-yl)amino)-5-((R)-1-(oxetan-3-yl)ethoxy) quinazolin-7-yl)-1H-pyrazol-1-yl)propanoate